C(C)(=O)NCCC[C@H](N)C(=O)O Nδ-acetyl-L-ornithine